4-(4-phenyl-1H-pyrazol-1-yl)-1H-pyrrolo[2,3-b]pyridine C1(=CC=CC=C1)C=1C=NN(C1)C1=C2C(=NC=C1)NC=C2